BrCCCOC1(C(=O)O)C(C=CC=C1)[N+](=O)[O-] 1-(3-bromopropyloxy)-2-nitrobenzoic acid